C1(=CC=CC=C1)N1C=2C=CC=CC2N(C2=CC=CC=C12)C1=CC=C(C=C1)C1=NN=C(N1C1=CC=CC=C1)C1=CC=CC=C1 3-[4-(5-Phenyl-5,10-dihydrophenazin-10-yl)phenyl]-4,5-diphenyl-1,2,4-triazole